C1(=CC=C(C=C1)NC(OC1=CC=CC=C1)=O)C phenyl p-tolylcarbamate